C(C)(C)(C)NS(=O)(=O)C1=NN(C(=C1)C(=O)N1CC2(C3=CC(=CC=C13)NS(=O)(=O)C)CCCCC2)C N-(tert-butyl)-1-methyl-5-(5'-(methylsulfonamido)spiro[cyclohexane-1,3'-indoline]-1'-carbonyl)-1H-pyrazole-3-sulfonamide